ClC(C1=NC(=NO1)C1=CC=C(C=C1)C(COC1=CC=C(C=C1)OC)=O)(F)F 1-(4-(5-(Chlorodifluoromethyl)-1,2,4-oxadiazol-3-yl)phenyl)-2-(4-methoxyphenoxy)ethan-1-on